magnesium tetra(mesityl)porphyrin C1(=C(C(=CC(=C1)C)C)C1=C2C=CC(C(=C3C=CC(=C(C=4C=CC(=C(C5=CC=C1N5)C5=C(C=C(C=C5C)C)C)N4)C4=C(C=C(C=C4C)C)C)N3)C3=C(C=C(C=C3C)C)C)=N2)C.[Mg]